tert-Butyl (tert-butoxycarbonyl)(4-(((tert-butoxycarbonyl)amino)methyl)-1-(1-(1-methylcyclobutane-1-carbonyl)piperidin-4-yl)-1H-pyrazol-3-yl)carbamate C(C)(C)(C)OC(=O)N(C(OC(C)(C)C)=O)C1=NN(C=C1CNC(=O)OC(C)(C)C)C1CCN(CC1)C(=O)C1(CCC1)C